ClC=1C(=NN(C1C)C(C(=O)OCCC(=C(F)F)F)(C)C)C 3,4,4-trifluorobut-3-en-1-yl 2-(4-chloro-3,5-dimethyl-1H-pyrazol-1-yl)-2-methylpropanoate